C([C@H](O)[C@@H](O)C(=O)O)(=O)O.N[C@]1(CN(CCC1)C=1C=NC(=CC1CN1C2=NC=NC(=C2N=C1)N)C1=C(C=C(C(=C1)F)OC([2H])([2H])[2H])F)[C@@H](C(F)F)O (S)-1-((R)-3-amino-1-(4-((6-amino-9H-purin-9-yl)methyl)-6-(2,5-difluoro-4-(methoxy-d3)phenyl)pyridin-3-yl)piperidin-3-yl)-2,2-difluoroethan-1-ol L-tartaric acid salt